4-(1-isobutyl-3-(2-(trifluoromethoxy)phenyl)-1H-pyrrolo[2,3-b]pyridine-6-carbonyl)-3,3-dimethylpiperazin-2-one C(C(C)C)N1C=C(C=2C1=NC(=CC2)C(=O)N2C(C(NCC2)=O)(C)C)C2=C(C=CC=C2)OC(F)(F)F